Tri(3-ethyl-4-methyl-2-pentyl)citrat C(C)C(C(C)C(C(C(C(=O)[O-])(C(C)C(C(C)C)CC)C(C)C(C(C)C)CC)(O)C(=O)[O-])C(=O)[O-])C(C)C